9,9',9''-(4-(4-(pyridin-4-yl)phenyl)pyridine-2,3,5-triyl)tris(3,6-diphenyl-9H-carbazole) N1=CC=C(C=C1)C1=CC=C(C=C1)C1=C(C(=NC=C1N1C2=CC=C(C=C2C=2C=C(C=CC12)C1=CC=CC=C1)C1=CC=CC=C1)N1C2=CC=C(C=C2C=2C=C(C=CC12)C1=CC=CC=C1)C1=CC=CC=C1)N1C2=CC=C(C=C2C=2C=C(C=CC12)C1=CC=CC=C1)C1=CC=CC=C1